1,4-dilithio-ethylcyclohexane [Li]C(C)C1CCC(CC1)[Li]